[Ar].C1(CC1)N1C=C(C=2N=C(N=CC21)SCCC(=O)OCC(CCCC)CC)N2CC(OC(C2)(F)F)(F)F 2-ethylhexyl 3-((5-cyclopropyl-7-(2,2,6,6-tetrafluoromorpholino)-5H-pyrrolo[3,2-d]pyrimidin-2-yl)thio)propionate Argon